FC1(CC(C1)CS(=O)(=O)NC1=C(C=C(C=C1)C1=NC=2C=NC(=NC2N(C1=O)C(C)C)NC1CC(C(CC1)N(C)C)F)F)F 1-(3,3-difluorocyclobutyl)-N-(4-(2-((4-(dimethylamino)-3-fluorocyclohexyl)-amino)-8-isopropyl-7-oxo-7,8-dihydropteridin-6-yl)-2-fluoro-phenyl)methanesulfonamide